[N-](S(=O)(=O)C(F)(F)C(F)(F)F)S(=O)(=O)C(F)(F)C(F)(F)F.C(CCC)[N+]1(CCCCC1)CCCC 1,1-dibutyl-piperidinium bis(pentafluoroethanesulfonyl)imide salt